4,4'-(propane-2,2-diyl)bis((4-azidophenoxy)benzene) CC(C)(C1=CC=C(C=C1)OC1=CC=C(C=C1)N=[N+]=[N-])C1=CC=C(C=C1)OC1=CC=C(C=C1)N=[N+]=[N-]